(R or S)-difluoro(3-(2-(5-fluorothiophen-2-yl)ethyl)-1-(2-(6-methylpyridin-3-yl)propan-2-yl)pyrrolidin-3-yl)methyl phenylcarbamate C1(=CC=CC=C1)NC(OC([C@]1(CN(CC1)C(C)(C)C=1C=NC(=CC1)C)CCC=1SC(=CC1)F)(F)F)=O |o1:10|